1,3-bis(tosyloxy)propane S(=O)(=O)(C1=CC=C(C)C=C1)OCCCOS(=O)(=O)C1=CC=C(C)C=C1